C(C)(=O)N1[C@H](CCC1)COC1=NC=CC=C1OCCN(C(OC(C)(C)C)=O)CC1=CC=C(C=C1)OC tert-butyl (R)-(2-((2-((1-acetylpyrrolidin-2-yl)methoxy)pyridin-3-yl)oxy)ethyl)(4-methoxybenzyl)carbamate